CC(C)([Si](OCC(CO[Si](C(C)(C)C)(C1=CC=CC=C1)C1=CC=CC=C1)(C)NC(OC(C)(C)C)=O)(C)C)C tert-butyl (2,2,3,3,6,10,10-heptamethyl-9,9-diphenyl-4,8-dioxa-3,9-disilaundecan-6-yl)carbamate